1-(3-methoxypropyl)-3-(4-(2-methyl-1-phenyl-1H-benzoimidazol-5-yl)phenyl)urea COCCCNC(=O)NC1=CC=C(C=C1)C1=CC2=C(N(C(=N2)C)C2=CC=CC=C2)C=C1